N-(3-(7H-pyrrolo[2,3-d]pyrimidin-4-yl)phenyl)benzamide zirconium acetate C(C)(=O)[O-].[Zr+4].N1=CN=C(C2=C1NC=C2)C=2C=C(C=CC2)NC(C2=CC=CC=C2)=O.C(C)(=O)[O-].C(C)(=O)[O-].C(C)(=O)[O-]